tert-butyl (1R,5S)-3-(7-chloro-8-fluoro-2-hydroxy-1,6-naphthyridin-4-yl)-3,8-diazabicyclo[3.2.1]octan-8-carboxylate ClC1=NC=C2C(=CC(=NC2=C1F)O)N1C[C@H]2CC[C@@H](C1)N2C(=O)OC(C)(C)C